ICCCCCC(C)(C)C=1C=C(C=2[C@@H]3[C@@H](C(OC2C1)=C)CCC(C3)=C)O (6As,10aS)-3-(7-iodo-2-methylheptan-2-yl)-6,9-dimethylidene-7,8,10,10a-tetrahydro-6aH-benzo[c]chromen-1-ol